C(CC1=CC=CC=C1)C1CCC(CC1)C(=O)OC methyl 4-phenethylcyclohexane-1-carboxylate